COC=1C=CC(=NC1)C(=O)N1CC2=C(N=C(N=C2)C2=NC=CC=C2)CC1 (5-methoxy-2-pyridyl)-[2-(2-pyridyl)-7,8-dihydro-5H-pyrido[4,3-d]pyrimidin-6-yl]methanone